C(C1=CC=CC=C1)OC=1C(=CC2=C(OCO2)C1)C=1C(=C2C=CC=CC2=CC1)I 6-(6-(benzyloxy)benzo[d][1,3]dioxolan-5-yl)-5-iodonaphthalene